2-(Phenylthio)-N-[[tetrahydro-4-(4-phenyl-1-piperazinyl)-2H-pyran-4-yl]methyl]-3-pyridinecarboxamide C1(=CC=CC=C1)SC1=NC=CC=C1C(=O)NCC1(CCOCC1)N1CCN(CC1)C1=CC=CC=C1